rel-1-(5-(difluoromethyl)-1,3,4-thiadiazol-2-yl)-4-((2R,6R)-2-(hydroxymethyl)-6-methylmorpholino)-N-(1-methylcyclopropyl)-1H-benzo[d]imidazole-6-sulfonamide FC(C1=NN=C(S1)N1C=NC2=C1C=C(C=C2N2C[C@@H](O[C@@H](C2)C)CO)S(=O)(=O)NC2(CC2)C)F |o1:18,20|